trans-N-(8-amino-6-(1,2-dimethyl-1H-imidazol-5-yl)isoquinolin-3-yl)-2-cyanocyclopropane-1-carboxamide NC=1C=C(C=C2C=C(N=CC12)NC(=O)[C@H]1[C@@H](C1)C#N)C1=CN=C(N1C)C